CS(=O)(=O)C(C)(C)C1=NC(=NC=2N3[C@@H](COC[C@H]3COC12)C)C=1C=C2C=NC(=NC2=CC1)N 6-[(5R,8aS)-1-(1-methanesulfonyl-1-methyl-ethyl)-5-methyl-5,6,8a,9-tetrahydro-8H-7,10-dioxa-2,4,4b-triazaphenanthren-3-yl]-quinazolin-2-ylamine